Tert-butyl (4-(4-((3-carbamoyl-1-(4-((5-hydroxypentyl)(methyl)carbamoyl)phenyl)-1H-pyrazol-4-yl)carbamoyl)oxazol-2-yl)pyridin-2-yl)(cyclopropylmethyl)carbamate C(N)(=O)C1=NN(C=C1NC(=O)C=1N=C(OC1)C1=CC(=NC=C1)N(C(OC(C)(C)C)=O)CC1CC1)C1=CC=C(C=C1)C(N(C)CCCCCO)=O